C(C)N1N=C2N=C(C=NC2=C1)N[C@@H](C)C=1C=C(C=CC1)NC(C1=CN=CC(=C1)C)=O (S)-N-(3-(1-((2-ethyl-2H-pyrazolo[3,4-b]pyrazin-6-yl)amino)ethyl)phenyl)-5-methylnicotinamide